FC1=CC(=CC=C1[N+](=O)[O-])C 4-fluoro-2-methyl-5-nitrobenzene